C1(CC1)N1N=NC(=C1CO[C@H]1[C@@H]2CN([C@H](C1)C2)C=2SC1=C(N2)C(=CC=C1)OC(F)(F)F)C1=C(C=CC=C1Cl)Cl 2-[(1S,4S,5R)-5-{[1-Cyclopropyl-4-(2,6-dichlorophenyl)-1H-1,2,3-triazol-5-yl]methoxy}-2-azabicyclo[2.2.1]heptan-2-yl]-4-(trifluoromethoxy)-1,3-benzothiazol